triethyloxyphosphine C(C)OP(OCC)OCC